(1R,2S,5S)-N-(2-amino-2-oxo-1-phthalazin-1-yl-ethyl)-3-[(2S)-3,3-dimethyl-2-[(2-tetrahydrofuran-3-ylacetyl)amino]butanoyl]-6,6-dimethyl-3-azabicyclo[3.1.0]hexane-2-carboxamide NC(C(C1=NN=CC2=CC=CC=C12)NC(=O)[C@@H]1[C@H]2C([C@H]2CN1C([C@H](C(C)(C)C)NC(CC1COCC1)=O)=O)(C)C)=O